6-(4-(1-amino-3-hydroxycyclobutyl)phenyl)-1-ethyl-7-phenyl-1H-pyrido[2,3-b][1,4]oxazin-2(3H)-one NC1(CC(C1)O)C1=CC=C(C=C1)C=1C(=CC2=C(OCC(N2CC)=O)N1)C1=CC=CC=C1